NC[C@H]1NC([C@H](SCC1)C1=CC(=CC=C1)C(CC)CC)=O (2R,5S)-5-(aminomethyl)-2-[3-(1-ethylpropyl)phenyl]-1,4-thiazepan-3-one